ethyl (S)-4-(5-((3,4-difluorobenzyl)carbamoyl)thiophen-2-yl)-6-((1-(4-fluorophenyl)cyclopropyl)methyl)-5-(5-methyl-1,3,4-oxadiazol-2-yl)-2-(pyrrolidin-2-yl)nicotinate FC=1C=C(CNC(=O)C2=CC=C(S2)C2=C(C(=NC(=C2C(=O)OCC)[C@H]2NCCC2)CC2(CC2)C2=CC=C(C=C2)F)C=2OC(=NN2)C)C=CC1F